Cl.Cl.ClC=1C=C(C=CC1)N1CCN(CC1)CC[C@@H]1NC(C2(C1)CCNCC2)=O (R)-3-(2-(4-(3-chlorophenyl)piperazin-1-yl)ethyl)-2,8-diazaspiro[4.5]decan-1-one dihydrochloride